4-(3-(2,4-Difluoro-3-hydroxy-5-(trifluoromethyl)phenyl)-1-methyl-1H-pyrazolo[4,3-c]pyridin-6-yl)-N-phenylpiperazine-1-carboxamide FC1=C(C=C(C(=C1O)F)C(F)(F)F)C1=NN(C2=C1C=NC(=C2)N2CCN(CC2)C(=O)NC2=CC=CC=C2)C